4-(5-((4-methoxyphenyl)thio)pentan-2-yl)pyridine COC1=CC=C(C=C1)SCCCC(C)C1=CC=NC=C1